FC=1C=C(CC2=NC=CC(=C2)NN)C=C(C1)C(F)(F)F 2-(3-fluoro-5-(trifluoromethyl)benzyl)-4-hydrazineylpyridine